tert-butyl 5-bromo-4-methylpicolinate BrC=1C(=CC(=NC1)C(=O)OC(C)(C)C)C